C(C1=CC=CC=C1)OC=1C(=NC(=CC1)C)C(=O)C1N(CCC1)C(=O)C1=C(C(=CC=C1)F)O (2-(3-(benzyloxy)-6-methylpicolinoyl)pyrrolidin-1-yl)(3-fluoro-2-hydroxyphenyl)methanone